ClC=1C=C(C=CC1)[C@H](CS(=O)(=O)C)N (1R)-1-(3-chlorophenyl)-2-methanesulfonyl-ethanamine